BrC=1C(NC(NN1)=O)=O 6-Bromo-1,2,4-triazine-3,5(2H,4H)-dione